BrC1=C(C=C2C(=NC(=NC2=C1F)F)N1CCC(CCC1)C(=O)OC)Cl methyl 1-(7-bromo-6-chloro-2,8-difluoroquinazolin-4-yl)azepane-4-carboxylate